Cl.C(C)OCC1(CCN(CC1)CC1=CC2=C(N(C(O2)=O)C)C=C1)CCC1=CC=CC=C1 6-((4-(ethoxymethyl)-4-phenethylpiperidin-1-yl)methyl)-3-methylbenzo[d]oxazol-2(3H)-one HCl